5,6-difluoro-2-(tosylimino)-2H-chromene FC1=C2C=CC(OC2=CC=C1F)=NS(=O)(=O)C1=CC=C(C)C=C1